(6S)-1-(5-chloro-3-fluoropyridin-2-yl)-3-(hydroxymethyl)-6-methyl-4-(4-(trifluoromethyl)benzyl)piperazine-2,5-dione ClC=1C=C(C(=NC1)N1C(C(N(C([C@@H]1C)=O)CC1=CC=C(C=C1)C(F)(F)F)CO)=O)F